3-[2-(8-chloro-7-methoxy-4-oxo-chromen-2-yl)-5-(trifluoromethyl)phenoxy]propanoic acid ClC=1C(=CC=C2C(C=C(OC12)C1=C(OCCC(=O)O)C=C(C=C1)C(F)(F)F)=O)OC